CS(=O)(=O)OCCOCCNC(C1=C(C=C(C=C1)NC=1C=2N(C=CN1)C(=CN2)I)Cl)=O 2-[2-[[2-chloro-4-[(3-iodoimidazo[1,2-a]pyrazin-8-yl)amino]benzoyl]amino]ethoxy]ethyl methanesulfonate